C1N(C[C@@H]2CCCC[C@H]12)CCC1=CC=C(CSC2=C3CN(C(C3=CC=C2)=O)C2C(NC(CC2)=O)=O)C=C1 3-(4-((4-(2-((3aR,7aS)-octahydro-2H-isoindol-2-yl)ethyl)benzyl)thio)-1-oxoisoindolin-2-yl)piperidine-2,6-dione